(S)-2-(1-methyl-1H-pyrazol-4-yl)-N-(2-methyl-5-(2-(2-methylmorpholino)acetamido)pyridin-3-yl)pyrazolo[5,1-b]thiazole-7-carboxamide CN1N=CC(=C1)C1=CN2C(S1)=C(C=N2)C(=O)NC=2C(=NC=C(C2)NC(CN2C[C@@H](OCC2)C)=O)C